hexafluorooctenyl propyl ether C(CC)OC(=C(C(CCCCC(F)(F)F)F)F)F